N1N=C(C=C1)CCC[C@@H]1NC2=NC=CC=C2CC1 (S)-2-(3-(1H-pyrazol-3-yl)propyl)-1,2,3,4-tetrahydro-1,8-naphthyridine